isobutyl 4-methylbenzimidate CC1=CC=C(C(OCC(C)C)=N)C=C1